methyl-6-(3-(adamantan-1-yl)-4-((2-methoxyethoxy)methoxy)phenyl)-2-naphthoic acid methyl ester COC(=O)C1=C(C2=CC=C(C=C2C=C1)C1=CC(=C(C=C1)OCOCCOC)C12CC3CC(CC(C1)C3)C2)C